((benzhydryl)amino)-8-methoxy-5,9-bis(methoxymethoxy)-2,2-dimethyl-7-(3-methylbutan-2-en-1-yl)-2H,6H-pyrano[3,2-b]xanthen-6-one C(C1=CC=CC=C1)(C1=CC=CC=C1)NC1=CC2=C(C=3C(C=4C(=C(C(=CC4OC3C=C2OC1(C)C)OCOC)OC)CC=C(C)C)=O)OCOC